(E)-N-ethyl-N'-(4-(1-hydroxy-3,3-dimethylbutyl)-2,3,5-trimethylphenyl)-N-methylformimidamide C(C)N(\C=N\C1=C(C(=C(C(=C1)C)C(CC(C)(C)C)O)C)C)C